COC(COC1=CC=C(C2=CC=CC=C12)O)C 4-(2-Methyloxypropoxy)-1-naphthol